[C@@H]1([C@H](O)[C@@H](O)[C@H](O)[C@H](O1)CO)OC[C@@H]1OC(C2=C([C@H]1C1=CC(=C(C=C1)O)OC)C(=C(C(=C2)O)O)O)=O (3R,4R)-3-(beta-D-glucopyranosyloxymethyl)-3,4-dihydro-5,6,7-trihydroxy-4-(3'-methoxy-4'-hydroxyphenyl)-1H-[2]-benzopyran-1-one